(4-(5-bromofuran-2-yl)phenyl)dithienylphosphine BrC1=CC=C(O1)C1=CC=C(C=C1)P(C=1SC=CC1)C=1SC=CC1